(2S)-2-(3-(1H-pyrazol-5-yl)piperidin-1-yl)-N-(5-(propylamino)pyridin-2-yl)propanamide N1N=CC=C1C1CN(CCC1)[C@H](C(=O)NC1=NC=C(C=C1)NCCC)C